[2-Chloro-4-fluoro-5-(7-morpholin-4-yl-quinazolin-4-yl)-phenyl]-[6-(2,2,2-trifluoroethoxy)-pyridazin-3-yl]-methanol ClC1=C(C=C(C(=C1)F)C1=NC=NC2=CC(=CC=C12)N1CCOCC1)C(O)C=1N=NC(=CC1)OCC(F)(F)F